2-[[2-(4-fluorophenyl)acetyl]amino]-4-[2-phenoxyethyl-[4-(5,6,7,8-tetrahydro-1,8-naphthyridin-2-yl)butyl]amino]butanoic acid FC1=CC=C(C=C1)CC(=O)NC(C(=O)O)CCN(CCCCC1=NC=2NCCCC2C=C1)CCOC1=CC=CC=C1